C1(=CC(=CC=C1)C[C@@H]1N(CC[C@@H]1NS(=O)(=O)C)C(=O)C1CCC1)C1=CC=CC=C1 N-(cis-2-(biphenyl-3-ylmethyl)-1-(cyclobutylcarbonyl)pyrrolidin-3-yl)methanesulfonamide